C(C)C1(N=CC=N1)C1=CC(=CC=C1C(=O)O)C(=O)O 2-ethylimidazoleterephthalic acid